O=C1OC2(C3=CC=C(C=C3OC=3C=C(C=CC23)NC(OCC2=CC=C(C=C2)NC([C@H](CCCNC(=O)N)NC([C@H](C(C)C)NC([C@H](CNS(N)(=O)=O)N)=O)=O)=O)=O)NC(OCC)=O)C2=CC=CC=C12 4-((S)-2-((S)-2-((S)-2-amino-3-(sulfamoylamino)propanamido)-3-methylbutanamido)-5-ureidopentanamido)benzyl ethyl (3-oxo-3H-spiro[isobenzofuran-1,9'-xanthene]-3',6'-diyl)dicarbamate